FC1=C(C=C(C=C1)C=1C=C2C(=NC1)NC(N2CC2=NN(C=C2)C)=O)C 6-(4-fluoro-3-methyl-phenyl)-1-[(1-methylpyrazol-3-yl)methyl]-3H-imidazo[4,5-b]pyridin-2-one